4-(4-Fluorophenyl)-1H-pyrrole-3-carboxylic acid methyl ester COC(=O)C1=CNC=C1C1=CC=C(C=C1)F